6-chloro-7-(2-fluorophenyl)-1-(4-methyl-6-(2-propanyl)-5-pyrimidinyl)-4-((2S)-2-methyl-4-(2-propenoyl)-1-piperazinyl)pyrido[2,3-d]pyrimidin-2(1H)-one ClC1=CC2=C(N(C(N=C2N2[C@H](CN(CC2)C(C=C)=O)C)=O)C=2C(=NC=NC2C(C)C)C)N=C1C1=C(C=CC=C1)F